N1=CC(=CC=C1)CC=1N=C2C(=NC=C(C2)N)N1 (3-pyridylmethyl)imidazo[4,5-b]pyridin-6-amine